C12(CCC(CC1)CC2)CC(=O)O 2-(bicyclo[2.2.2]octan-1-yl)acetic acid